ClC1=CC(=C(N=N1)C(=O)NC([2H])([2H])[2H])NC1=C(C(=CC=C1)C1=NC=C2N=CN(C2=N1)C)OC 6-Chloro-4-((2-methoxy-3-(9-methyl-9H-purin-2-yl)phenyl)amino)-N-(methyl-d3)pyridazine-3-carboxamide